NC=1C=C(C=CC1)[C@@H]1N(CCC1)C(=O)OC(C)(C)C tert-butyl (R)-2-(3-aminophenyl)pyrrolidine-1-carboxylate